diphenylmethylene(1-indenyl)(cyclopentadienyl)zirconium dichloride [Cl-].[Cl-].C1(=CC=CC=C1)C(C1=CC=CC=C1)=[Zr+2](C1C=CC=C1)C1C=CC2=CC=CC=C12